ClC1=NC=C(C(N1)=O)Cl 2,5-Dichloropyrimidin-4(3H)-one